P(=O)(OC(C(Cl)([2H])[2H])(C(Cl)([2H])[2H])[2H])(OC(C(Cl)([2H])[2H])(C(Cl)([2H])[2H])[2H])OC(C(Cl)([2H])[2H])(C(Cl)([2H])[2H])[2H] tris(1,3-dichloro-2-propyl-d5) phosphate